OC1=CC2=C(SC(=C2)C(CCC(=O)OCC)=O)C=C1OC ethyl 4-(5-hydroxy-6-methoxybenzo[b]thiophene-2-yl)-4-oxobutanoate